N1(CCN(CCNCC1)CC(=O)O)CC(=O)O 1,4,7-triazacyclononane-1,4-di-acetic acid